C(#N)CCOCCCCOCCC#N 1,4-di(cyanoethoxy)butane